tert-Butyl 4-(2-cyano-4-fluoro-5-isobutylphenyl)piperazine-1-carboxylate C(#N)C1=C(C=C(C(=C1)F)CC(C)C)N1CCN(CC1)C(=O)OC(C)(C)C